5-amino-2,3-dimethylbenzonitrile NC=1C=C(C(=C(C#N)C1)C)C